5-amino-4-bromo-1,2-dimethyl-1H-benzo[d]imidazole-6-carbonitrile NC1=C(C2=C(N(C(=N2)C)C)C=C1C#N)Br